ClC1=C(C=CC=C1)[C@H]([C@H](C)C=1N(C(C(=C(N1)C(=O)NC=1C=NOC1)O)=O)C)C=1C=NC(=NC1)C 2-((1R,2S)-1-(2-chlorophenyl)-1-(2-methylpyrimidin-5-yl)propan-2-yl)-5-hydroxy-N-(isoxazol-4-yl)-1-methyl-6-oxo-1,6-dihydropyrimidine-4-carboxamide